(2S)-2-(((4-formyl-5-hydroxy-6-methylpyridin-3-yl)methoxy)(4-(trifluoromethoxy)phenoxy)phosphorylamino)propionic acid isopropyl ester C(C)(C)OC([C@H](C)N=P(=O)OC1=C(C=C(C=C1)OC(F)(F)F)OCC=1C=NC(=C(C1C=O)O)C)=O